NC1=NC2=CC(=CC(=C2C=C1Cl)F)CCC=1[C@H]([C@H]([C@@H](C1)N1C=CC=2C(=NC=CC21)C)O)O (1s,2r,5r)-3-(2-(2-amino-3-chloro-5-fluoroquinolin-7-yl)ethyl)-5-(4-methyl-1H-pyrrolo[3,2-c]pyridin-1-yl)cyclopent-3-ene-1,2-diol